BrC1=CC=C2C(=NC(=NC2=C1F)Cl)N1CC2CCC(C1)N2C(=O)OC(C)(C)C tert-butyl 3-(7-bromo-2-chloro-8-fluoro-quinazolin-4-yl)-3,8-diazabicyclo[3.2.1]octane-8-carboxylate